4-(dibenzofuran-4-yl)phenyl-4-(naphthalene-2-yl)phenyl-phenanthren-9-yl-amine C1=CC=C(C=2OC3=C(C21)C=CC=C3)C3=CC=C(C=C3)N(C=3C2=CC=CC=C2C=2C=CC=CC2C3)C3=CC=C(C=C3)C3=CC2=CC=CC=C2C=C3